CN1C(C(=CC(=C1)C1=CC(=C(C=C1)[N+](=O)[O-])NCCOC(F)(F)F)C)=O 1,3-dimethyl-5-(4-nitro-3-((2-(trifluoromethoxy)ethyl)amino)phenyl)pyridin-2(1H)-one